CC1=C(C(NC(=C1)C)=O)CN1C(C=2C(=C3C(=C(C2CC1)C(=C)C)OC(O3)(C)C31CCC(CC3)(CC1)N(C)C)C)=O 6-((4,6-dimethyl-2-oxo-1,2-dihydropyridin-3-yl)methyl)-2-(4-(dimethylamino)bicyclo[2.2.2]oct-1-yl)-2,4-dimethyl-9-(prop-1-en-2-yl)-7,8-dihydro-[1,3]dioxolo[4,5-g]isoquinolin-5(6H)-one